S(=O)(=O)(O)C(C(=O)O)(CCCCCC\C=C/CCCCCCCC)N1C(CCC1=O)=O sulfosuccinimidyl-oleic acid